4-fluoro-2-methylbenzofuran-7-carbonitrile FC1=CC=C(C2=C1C=C(O2)C)C#N